2-(benzylsulfanyl)-4-(trifluoromethyl)-1,3-thiazole C(C1=CC=CC=C1)SC=1SC=C(N1)C(F)(F)F